cis-3-octadecene-1,2-dicarboxylic acid C(C(\C=C/CCCCCCCCCCCCCC)C(=O)O)C(=O)O